4-chloro-2-(1,2-difluoropropan-2-yl)-6-methylpyrimidine ClC1=NC(=NC(=C1)C)C(CF)(C)F